C1(CC1)COC1=CC(=C(C=C1)NC1=CC(=NC=C1C(=O)NOC)NC1=NC(=CC=C1)F)N(S(=O)(=O)C)C 4-((4-(cyclopropyl-methoxy)-2-(N-methyl-methanesulfonamido)phenyl)amino)-6-((6-fluoropyridin-2-yl)amino)-N-methoxynicotinamide